2-((3-((1r,4r)-4-(pyridin-2-yloxy)cyclohexyl)-1,2,4-oxadiazol-5-yl)methyl)acrylic acid N1=C(C=CC=C1)OC1CCC(CC1)C1=NOC(=N1)CC(C(=O)O)=C